BrC1=C(C=CC(=C1)C(C)C)C1=C(C(=CC(=C1)C)C12CC3CC(CC(C1)C3)C2)OCOC (3r,5r,7r)-1-(2'-bromo-4'-isopropyl-2-(methoxymethyloxy)-5-methyl-[1,1'-biphenyl]-3-yl)adamantane